NC=1C2=C(N=C(N1)[2H])C=CC(=N2)C=2C=C(C=CC2)C2=CN=C(S2)[C@@]2(C(N(CC2)C)=O)O (R)-3-(5-(3-(4-aminopyrido[3,2-d]pyrimidin-6-yl-2-d)phenyl)thiazol-2-yl)-3-hydroxy-1-methylpyrrolidin-2-one